7-cyclobutoxy-2-(1-methyl-2-oxabicyclo[2.1.1]hex-4-yl)-N-(1-((1S,2R)-2-methylcyclopropyl)-2-oxo-1,2-dihydropyridin-3-yl)imidazo[1,2-a]pyrimidine-6-carboxamide trifluoroacetate FC(C(=O)O)(F)F.C1(CCC1)OC1=NC=2N(C=C1C(=O)NC=1C(N(C=CC1)[C@@H]1[C@@H](C1)C)=O)C=C(N2)C21COC(C2)(C1)C